FC1=C(C(=C2C=CNC2=C1F)S(=O)(=O)C)OC=1C=CC(=C(C1)C=1NC=C(N1)C1(CCOC2=C(C=CC=C12)CCS(=O)(=O)N)C)F 2-[4-[2-[5-[(6,7-difluoro-4-methylsulfonyl-1H-indol-5-yl)oxy]-2-fluoro-phenyl]-1H-imidazol-4-yl]-4-methyl-chroman-8-yl]ethanesulfonamide